(4-(2-(4-(methylsulfonyl)phenyl)furo[3,2-b]pyridin-7-yl)pyridin-2-yl)(2-oxa-6-azaspiro[3.3]heptan-6-yl)methanone CS(=O)(=O)C1=CC=C(C=C1)C1=CC2=NC=CC(=C2O1)C1=CC(=NC=C1)C(=O)N1CC2(COC2)C1